C(C)C1=C(C=CC=C1N1C([C@H](CC1)O)=O)S(=O)(=O)Cl 2-ethyl-3-[(3S)-3-hydroxy-2-oxopyrrolidin-1-yl]benzene-1-sulfonyl chloride